maleimidooxybutyraldehyde C1(C=CC(N1OC(C=O)CC)=O)=O